ethyl 6-methyl-2-oxo-4-phenyl-1,2-dihydroquinoline-3-carboxylate CC=1C=C2C(=C(C(NC2=CC1)=O)C(=O)OCC)C1=CC=CC=C1